Cl.Cl.FC=1C=C(C=NC1)[C@H](O)[C@@H]1N[C@H](CC1)CC1CCC(CC1)OC (S)-(5-Fluoropyridin-3-yl)((2R,5R)-5-(((1r,4S)-4-methoxycyclohexyl)-methyl)pyrrolidin-2-yl)methanol dihydrochloride